(2-(6-chloroimidazo[1,5-a]pyrazin-3-yl)propan-2-yl)carbamate ClC=1N=CC=2N(C1)C(=NC2)C(C)(C)NC([O-])=O